C(#N)C(C)(C)C1=NN=C(O1)C1=CC2=C(C(C[C@@H](C(N2CC2=CC=C(C=C2)C2=NC=CC(=C2)C(F)(F)F)=O)NC(OC(C)(C)C)=O)(F)F)C=C1F tert-butyl N-[(3S)-8-[5-(1-cyano-1-methyl-ethyl)-1,3,4-oxadiazol-2-yl]-5,5,7-trifluoro-2-oxo-1-[[4-[4-(trifluoromethyl)-2-pyridyl]phenyl]methyl]-3,4-dihydro-1-benzazepin-3-yl]carbamate